FC(C=1C=NC(=NC1)C=1C=C2C=CN(C(C2=CC1F)=O)CCC[C@H](C)NC=1C=NNC(C1C(F)(F)F)=O)F 6-[5-(difluoromethyl)pyrimidin-2-yl]-7-fluoro-2-[(4S)-4-[[6-oxo-5-(trifluoromethyl)-1H-pyridazin-4-yl]amino]pentyl]isoquinolin-1-one